2-hydroxypyridine-4-carboxylate OC1=NC=CC(=C1)C(=O)[O-]